CC=1C=C(C(=CC1)C(C)(C)C)N1NN=CC(=C1)C1=CC(=CC=C1C(C)(C)C)C 3,5-bis-(3-methyl-6-tert-butylphenyl)triazine